3-([1,1'-biphenyl]-4-ylmethyl)thiophene-2-carboxylic acid C1(=CC=C(C=C1)CC1=C(SC=C1)C(=O)O)C1=CC=CC=C1